ClC=1C=C(OCC(=O)NS(=O)(=O)C)C=C(C1CC1=CC(=C(C=C1)O)C1=CC=CC=C1)Cl 2-[3,5-dichloro-4-[(4-hydroxy-3-phenyl-phenyl)methyl]phenoxy]-N-methylsulfonyl-acetamide